1,3-bis(1,1-dimethylethyl)imidazolium CC(C)(C)N1C=[N+](C=C1)C(C)(C)C